ClC1=CC2=C(N(C(N=C2N2CC3(CN(C3)C(=O)OC(C)(C)C)C2)=O)C=2C(=NC=CC2C)C(C)C)N=C1C1=C(C=CC=C1)OC tert-butyl 6-(6-chloro-1-(2-isopropyl-4-methylpyridin-3-yl)-7-(2-methoxyphenyl)-2-oxo-1,2-dihydropyrido[2,3-d]pyrimidin-4-yl)-2,6-diazaspiro[3.3]heptane-2-carboxylate